N-{3-fluoro-4-[6-methoxy-7-(3-morpholinopropoxy)quinolin-4-yloxy]phenyl}-3-oxo-4-(3-fluorophenyl)-3,4-dihydropyrazine-2-carboxamide FC=1C=C(C=CC1OC1=CC=NC2=CC(=C(C=C12)OC)OCCCN1CCOCC1)NC(=O)C1=NC=CN(C1=O)C1=CC(=CC=C1)F